FC=1C(=NC=CC1)SC=1C=2N(C=C(C1)C1=NN(N=C1)[C@@H]1CNCCC1)N=CC2C#N (S)-4-((3-fluoropyridin-2-yl)thio)-6-(2-(piperidin-3-yl)-2H-1,2,3-triazol-4-yl)pyrazolo[1,5-a]pyridine-3-carbonitrile